4-((2R,4S)-4-(1-(2-methoxyethyl)-4-methyl-1H-pyrazol-5-yl)-2-methylpiperidin-1-yl)-6-((2R,3R)-2-methyl-3-(piperazin-1-yl)azetidin-1-yl)-2-(trifluoromethyl)pyrimidine COCCN1N=CC(=C1[C@@H]1C[C@H](N(CC1)C1=NC(=NC(=C1)N1[C@@H]([C@@H](C1)N1CCNCC1)C)C(F)(F)F)C)C